hexylene glycol dipropenyl ether C(=CC)OCCCCCCOC=CC